(4-(2-(tert-butyl)phenyl)piperidin-1-yl)(1,1-dioxidotetrahydrothiophen-2-yl)methanone C(C)(C)(C)C1=C(C=CC=C1)C1CCN(CC1)C(=O)C1S(CCC1)(=O)=O